C(C=C)(=O)N1[C@@H](CCC1)C=1N(C(=C(N1)C1=CC=C(C=C1)C(NC1=NC=CC(=C1)C(C)C)=O)C(=O)N)N (S)-2-(1-propenoyl-pyrrolidin-2-yl)-1-amino-4-(4-((4-isopropylpyridin-2-yl)carbamoyl)phenyl)-1H-imidazole-5-carboxamide